C(C)(C)(C)OC(=O)N1CCC(CC1)(C1=NN=CN1C)F.FC1(CCNCC1)C1=NN=CN1C 4-fluoro-4-(4-methyl-4H-1,2,4-triazol-3-yl)piperidine tert-Butyl-4-fluoro-4-(4-methyl-4H-1,2,4-triazol-3-yl)piperidine-1-carboxylate